CC(C)(COP(=O)([O-])OP(=O)([O-])OC[C@@H]1[C@H]([C@H]([C@@H](O1)N2C=NC3=C(N=CN=C32)N)O)OP(=O)([O-])[O-])[C@H](C(=O)NCCC(=O)NCCSC(=O)/C=C/CCCCCCCCCCCCC(=O)[O-])O The molecule is an acyl-CoA oxoanion that is the pentaanion of (2E)-hexadecenedioyl-CoA, arising from deprotonation of phosphate, diphosphate and carboxylic acid functions; major species at pH 7.3. It is a conjugate base of a (2E)-hexadecenedioyl-CoA.